O1N=C(C2=C1C=CC=C2)CN2C[C@@H](N(C[C@H]2C)C2=CC(N(C=1C=CC(=NC21)C#N)C)=O)C 8-((2s,5r)-4-(benzo[d]isoxazol-3-ylmethyl)-2,5-dimethylpiperazin-1-yl)-5-methyl-6-oxo-5,6-dihydro-1,5-naphthyridine-2-carbonitrile